2-ethyl thiol CCS